(R)-N-((2S,4S)-2-(6-bromo-3-fluoropyridin-2-yl)-5,5,5-trifluoro-4-(trimethylsilyloxy)pentan-2-yl)-2-methylpropane-2-sulfinamide BrC1=CC=C(C(=N1)[C@](C)(C[C@@H](C(F)(F)F)O[Si](C)(C)C)N[S@](=O)C(C)(C)C)F